FC1=C(C=CC(=N1)C(=O)NC)N1CCN(CC1)C1C=C(CC1)C=1NC(C(=CN1)C(C)C)=O 6-fluoro-5-(4-(3-(5-isopropyl-6-oxo-1,6-dihydropyrimidin-2-yl)cyclopent-2-en-1-yl)piperazin-1-yl)-N-methylpicolinamide